COCCOC=1C(=NC=CC1)C#CC1=NN2C([C@H](N(C[C@@H]2C)C(=O)OC(C)(C)C)C)=C1 tert-butyl (4R,7S)-2-[2-[3-(2-methoxyethoxy)-2-pyridyl]ethynyl]-4,7-dimethyl-6,7-dihydro-4H-pyrazolo[1,5-a]pyrazine-5-carboxylate